O=C1NC(CCC1C1=CC=C(C=C1)N1CCC(CC1)CC(=O)O)=O 2-(1-(4-(2,6-dioxopiperidin-3-yl)phenyl)piperidin-4-yl)acetic acid